(R)-4-((R)-2-((1-oxo-4-(o-tolyl)-1,2-dihydroisoquinolin-7-yl)oxy)propanoyl)morpholine-2-carboxamide O=C1NC=C(C2=CC=C(C=C12)O[C@@H](C(=O)N1C[C@@H](OCC1)C(=O)N)C)C1=C(C=CC=C1)C